BrC=1C=CC2=C(CC(CC=3N2C(=NN3)[C@@H]3CC[C@H](CC3)OC3=NC=CC=C3)N)C1 8-bromo-1-[trans-4-(pyridin-2-yloxy)cyclohexyl]-5,6-dihydro-4H-[1,2,4]triazolo[4,3-a][1]benzazepin-5-amine